CC(C1=CC=CC=C1)OOC(C1=CC=CC=C1)C bis(α-methylbenzyl) peroxide